NC=1C(=C(C=C2C=C(N=CC12)NC(=O)[C@H]1[C@H]([C@@H]1C=1C=NN(C1)C)CC)C1=C(C2=C(OCCN2)N=C1)C)F (1S,2S,3S)-N-(8-amino-7-fluoro-6-(8-methyl-2,3-dihydro-1H-pyrido[2,3-b][1,4]oxazin-7-yl)isoquinolin-3-yl)-2-ethyl-3-(1-methyl-1H-pyrazol-4-yl)cyclopropane-1-carboxamide